C(C)OCCOC=1C=C(CCNS(=O)(=O)C=2C=CC3=C(C(=C(O3)C(=O)O)C)C2)C=CC1 5-(N-(3-(2-ethoxyethoxy)phenethyl)sulfamoyl)-3-methylbenzofuran-2-carboxylic acid